1,3-Bis(mercaptopropylthio)propane SCCCSCCCSCCCS